N-methyl-N-1-piperidinylformamide CN(C=O)N1CCCCC1